N-(3-((7H-pyrrolo[2,3-d]pyrimidin-4-yl)amino)-4-(3-cyanopiperazin-1-yl)phenyl)cyclopropanecarboxamide N1=CN=C(C2=C1NC=C2)NC=2C=C(C=CC2N2CC(NCC2)C#N)NC(=O)C2CC2